D-5-Carboxy-2-Pentenoyl-CoA C(=O)(O)CCC=CC(=O)SCCNC(CCNC([C@@H](C(COP(OP(OC[C@@H]1[C@H]([C@H]([C@@H](O1)N1C=NC=2C(N)=NC=NC12)O)OP(=O)(O)O)(=O)O)(=O)O)(C)C)O)=O)=O